C1(=CC=CC=C1)C1=NC(=CC(=C1)C1=CC=C(C=C1)OC)C1=CC=CC=C1 2,6-diphenyl-4-(4-methoxyphenyl)pyridine